6-(2-(1H-tetrazol-5-yl)phenyl)-N2-benzyl-N4-(4-fluorophenyl)-N2-isobutylpyridine-2,4-diamine N1N=NN=C1C1=C(C=CC=C1)C1=CC(=CC(=N1)N(CC(C)C)CC1=CC=CC=C1)NC1=CC=C(C=C1)F